(S)-1-((oxetan-2-yl)methyl)-2-((7-((3-chloro-2-fluorobenzyl)oxy)-3,4-dihydroisoquinolin-2(1H)-yl)methyl)-1H-benzo[d]imidazole-6-carboxylic acid tert-butyl ester C(C)(C)(C)OC(=O)C=1C=CC2=C(N(C(=N2)CN2CC3=CC(=CC=C3CC2)OCC2=C(C(=CC=C2)Cl)F)C[C@H]2OCC2)C1